FC1(CC2(CC2(C1)C)CN1N=C(C(=C1C(=O)NC1=CC(=NC=C1)S(N)(=O)=O)C)C(C)(F)F)F 1-((3,3-difluoro-5-methylbicyclo[3.1.0]hexan-1-yl)methyl)-3-(1,1-difluoroethyl)-4-methyl-N-(2-sulfamoylpyridin-4-yl)-1H-pyrazole-5-carboxamide